trans-methyl 4-(5-(cis-3-(trifluoromethyl)cyclobutyl)-1,3,4-oxadiazol-2-yl)cyclohexanecarboxylate FC([C@H]1C[C@H](C1)C1=NN=C(O1)[C@@H]1CC[C@H](CC1)C(=O)OC)(F)F